COC1(C=C(C(C(C1)(C)C)=O)C#N)C1=NC(=CC=C1)C1=CC=NN1C 3-methoxy-5,5-dimethyl-3-(6-(1-methyl-1H-pyrazol-5-yl)pyridin-2-yl)-6-oxocyclohex-1-ene-1-carbonitrile